tri(octadecyl) phosphate P(=O)(OCCCCCCCCCCCCCCCCCC)(OCCCCCCCCCCCCCCCCCC)OCCCCCCCCCCCCCCCCCC